(R)-1'-(6-((2-amino-3-chloropyridin-4-yl)thio)pyrido[2,3-b]pyrazin-2-yl)-4-methyl-1,3-dihydrospiro[inden-2,4'-piperidin]-1-amine NC1=NC=CC(=C1Cl)SC=1C=CC=2C(=NC=C(N2)N2CCC3(CC2)[C@H](C2=CC=CC(=C2C3)C)N)N1